5-chloro-2-(chloromethyl)thiazole ClC1=CN=C(S1)CCl